N-(6-acetylbenzo[d][1,3]dioxol-5-yl)-2-(tetrahydro-2H-pyran-4-yl)acetamide C(C)(=O)C=1C(=CC2=C(OCO2)C1)NC(CC1CCOCC1)=O